dimethyl (2,4,6-tris(trifluoromethyl) phenyl) borate B(OC)(OC)OC1=C(C=C(C=C1C(F)(F)F)C(F)(F)F)C(F)(F)F